2-((2-(trifluoromethyl)pyridin-4-yl)oxy)acetic acid FC(C1=NC=CC(=C1)OCC(=O)O)(F)F